O(C)C1=CC=C(C=N1)C(C)(C)NC(=O)C=1C=2C[C@@H]3[C@H](C2N(N1)C1=C(C=C(C=C1)F)F)C3 (1aR,5aR)-2-(2,4-difluoro-phenyl)-1a,2,5,5a-tetrahydro-1H-2,3-diaza-cyclopropa[a]pentalene-4-carboxylic acid (1-(6-methoxylpyridin-3-yl)-1,1-dimethyl-methyl)-amide